[Fe+3].CC(C(=O)[O-])C(CC)=O.CC(C(=O)[O-])C(CC)=O.CC(C(=O)[O-])C(CC)=O tri(methyl propionylacetate) iron